(S)-2-fluoro-4-(3-(2-fluoro-4-(3-methoxypyrrolidin-1-yl)phenyl)-7-(3,9-diazaspiro[5.5]undec-3-yl)-3H-imidazo[4,5-b]pyridin-2-yl)benzonitrile FC1=C(C#N)C=CC(=C1)C1=NC=2C(=NC=CC2N2CCC3(CC2)CCNCC3)N1C1=C(C=C(C=C1)N1C[C@H](CC1)OC)F